FC1=CC=C(O[C@H]2C[C@]3([C@H](CN(C3)CC(=O)C=3C=C4CCC(NC4=CC3)=O)C2)O)C=C1 6-(2-((3aR,5R,6aS)-5-(4-fluorophenoxy)-3a-hydroxyhexahydrocyclopenta[c]pyrrol-2(1H)-yl)acetyl)-3,4-dihydroquinolin-2(1H)-one